2,4-dimethyl-3-cyclohexenylcarboxyformaldehyde CC1C(CCC(=C1)C)C(=O)C(=O)O